(-)-4-(4-{[4-Chloro-2-(trifluoromethyl)phenoxy]methyl}-3-methoxyphenyl)-2H,4H,5H,6H,7H-pyrazolo[3,4-b]pyridin-6-one ClC1=CC(=C(OCC2=C(C=C(C=C2)C2C=3C(NC(C2)=O)=NNC3)OC)C=C1)C(F)(F)F